Cl.NCCCCCCCCS 8-Amino-1-octanethiol hydrochloride